C(CCC)[Sn](C1=CC=CC=C1)(C1=CC=CC=C1)CCCC Dibutyldiphenyl-tin